4-benzyl-6-chloro-3-[(E)-3-(3,4-dimethoxyphenyl)prop-2-enoyl]-1H-quinolin-2-one C(C1=CC=CC=C1)C1=C(C(NC2=CC=C(C=C12)Cl)=O)C(\C=C\C1=CC(=C(C=C1)OC)OC)=O